FC(CN1N=CC=2C1=NC(=CN2)N2C[C@H]1CN(CC[C@H]1C2)C2=C(C=NC=C2)C(F)(F)F)F |r| rac-4-[(3aR,7aR)-2-[1-(2,2-difluoroethyl)-1H-pyrazolo[3,4-b]pyrazin-6-yl]-octahydro-1H-pyrrolo[3,4-c]pyridin-5-yl]-3-(trifluoromethyl)pyridine